ClC=1C=C2C(=CC1)NC(C21CCN(CC1)CCOC=1C=C2CCC(N(C2=CC1)C)=O)=O 5-chloro-1'-[2-[(1-methyl-2-oxo-3,4-dihydroquinolin-6-yl)oxy]ethyl]spiro[indoline-3,4'-piperidine]-2-one